Ethyl-(2S)-2-(tert-Butoxycarbonylamino)-3,3-dicyclohexyl-propionic acid C(C)[C@@](C(=O)O)(C(C1CCCCC1)C1CCCCC1)NC(=O)OC(C)(C)C